ClC=1C=CC2=C(NC(=N2)C2(CC2)C=2N=C3CCCN(C3=CC2)C2=NC(=NC=C2)C)C1 6-[1-(6-chloro-1H-benzimidazol-2-yl)cyclopropyl]-1-(2-methylpyrimidin-4-yl)-1,2,3,4-tetrahydro-1,5-naphthyridine